1,2,3,5-hexantetraol C(C(C(CC(C)O)O)O)O